CC1=CC=C(C=NC(CCC)[SiH](OCC)OCC)C=C1 N-4-methylbenzylene-3-methyl-(diethoxysilyl)propane-1-amine